(4'-(difluoromethyl)-[1,1'-biphenyl]-4-yl)methanone FC(C1=CC=C(C=C1)C1=CC=C(C=C1)C=O)F